O1NCC12CCC2 oxa-aza-spiro[3.3]heptane